5-chloro-2-(2-chloro-4-pyridinyl)-4-(6,6-difluoro-1,4-diazepan-1-yl)-1H-pyrimidin-6-one ClC1=C(N=C(NC1=O)C1=CC(=NC=C1)Cl)N1CCNCC(C1)(F)F